CN(C)C1=CC=CC=C1NC2=CC=CC=C2N(C)C bis[(2-dimethylamino)phenyl]amine